BrC=1C=C(C(N(C1)C)=O)NC1=CC=C(C=N1)OC1CN(C1)C(=O)OCCCC Butyl 3-(6-(5-Bromo-1-methyl-2-oxo-1,2-dihydropyridin-3-ylamino)pyridin-3-yloxy)azetidine-1-carboxylate